ClC=1C=C2C=NN(C2=CC1N1C[C@H]2CC[C@@H](C1)N2C=2N=CSC2)C=2C=NN(C2)C2CC2 4-((1R,5S)-3-(5-chloro-1-(1-cyclopropyl-1H-pyrazol-4-yl)-1H-indazol-6-yl)-3,8-diazabicyclo[3.2.1]octan-8-yl)thiazole